NC=1C=2N(C=CN1)C(=NC2C2=CC=C(C(=O)NC=1N=NC=CC1)C=C2)[C@H]2N(CCCC2)C(\C=C\CN(C)C)=O (S,E)-4-(8-amino-3-(1-(4-(dimethylamino)but-2-enoyl)piperidin-2-yl)imidazo[1,5-a]pyrazin-1-yl)-N-(pyridazin-3-yl)benzamide